CC1(OB(OC1(C)C)C1=CC=CC=2NC(NC21)=O)C 4-(4,4,5,5-tetramethyl-1,3,2-dioxaborolan-2-yl)-1,3-dihydro-1,3-benzodiazol-2-one